(S)-2-((6,7-difluoroquinazolin-4-yl)amino)-4-((2-methoxyethyl)(4-(5,6,7,8-tetrahydro-1,8-naphthyridin-2-yl)butyl)amino)butanoic acid FC=1C=C2C(=NC=NC2=CC1F)N[C@H](C(=O)O)CCN(CCCCC1=NC=2NCCCC2C=C1)CCOC